OC1=CC(N(C=2N=C(N=CC21)SC)C2CCC(CC2)NC(OC(C)(C)C)=O)=O tert-butyl N-[(1r,4r)-4-[5-hydroxy-2-(methylsulfanyl)-7-oxopyrido[2,3-d]pyrimidin-8-yl]cyclohexyl]carbamate